N1(N=CC=C1)C=1C=CC(=NC1)CN1C(C(N(C=C1)C1(CC1)C#N)=O)=O 1-(4-((5-(1H-pyrazol-1-yl)pyridin-2-yl)methyl)-2,3-dioxo-3,4-dihydropyrazin-1(2H)-yl)cyclopropane-1-carbonitrile